C(=O)C1=CC=2C3=C(COC2C=C1C=1C(=NC(=CC1)C(NCC(CO)(C)C)=O)C(=O)OC)C=CS3 methyl 3-(8-formyl-4H-thieno[3,2-c]chromen-7-yl)-6-((3-hydroxy-2,2-dimethylpropyl)carbamoyl)picolinate